ethane-1,2-diylbis(pyrrolidine-1-carboxylate) C(CC1N(CCC1)C(=O)[O-])C1N(CCC1)C(=O)[O-]